CN([C@@H]1CCN2[C@H]1CN(CC2)C2=C(C=CC(=C2C(F)(F)F)OC2=CC=CC=C2)NC(=O)C=2N=C(SC2)C2=CN=NC=C2)C N-{2-[(8r,8as)-8-(dimethylamino)hexahydropyrrolo[1,2-a]pyrazin-2(1H)-yl]-4-phenoxy-3-(trifluoromethyl)phenyl}-2-(pyridazin-4-yl)-1,3-thiazole-4-carboxamide